C(C)(C)(C)OC(=O)N1[C@@H](CCC1)COC=1C(=NC=CC1)F (S)-2-(((2-fluoropyridin-3-yl)oxy)methyl)pyrrolidine-1-carboxylic acid tert-butyl ester